(R)-2-hydroxy-1-(3-(4-(4-(1-(pent-3-yl)-1H-pyrazol-4-yl)pyrazolo[1,5-a]-pyrazin-6-yl)-1H-pyrazol-1-yl)azetidin-1-yl)propan-1-one O[C@@H](C(=O)N1CC(C1)N1N=CC(=C1)C=1N=C(C=2N(C1)N=CC2)C=2C=NN(C2)C(CC)CC)C